C(C)(C)(C)OC(=O)N1CCN(CC1)C1=NN(C(=C1)C)C=1C=NC(=NC1)OC(C)C.CC1=CC2=C(C3=CC=C(C=C3C=C2C=C1)C)OC(=O)C1C(CC=CC1)C(=O)O 2,6-dimethyl-9-[2-carboxy(4-cyclohexenyl)]carbonyloxyanthracene tert-butyl-4-[1-(2-isopropoxypyrimidin-5-yl)-5-methyl-pyrazol-3-yl]piperazine-1-carboxylate